ClC1=CC=C(OCC2=NN=C(S2)C=2C(=C(C(=O)N)C=CN2)C2=CC=CC3=C2OCC(N3)=O)C=C1 (5-((4-chlorophenoxy)methyl)-1,3,4-thiadiazol-2-yl)-3-(3-oxo-3,4-dihydro-2H-benzo[b][1,4]oxazin-8-yl)isonicotinamide